N1=CN=C(C2=C1C=CS2)N2CCC(CC2)N 1-(thieno[3,2-d]pyrimidin-4-yl)piperidin-4-amine